Cl.C[C@](N)(CC1=CC=CC=C1)C(=O)OC Methyl (S)-α-methylphenylalaninate hydrochloride